C1(=C(C(=CC=C1)C(=O)NN)C(=O)NN)C(=O)NN 1,2,3-benzenetricarboxic trihydrazide